CCC[C@@H]1C[C@H](N(C1)C)C(=O)N[C@@H]([C@@H]2[C@@H]([C@@H]([C@H]([C@H](O2)SC)O)O)O)[C@@H](C)O The molecule is a carbohydrate-containing antibiotic produced by the actinomyces Streptomyces lincolnensis. It has a role as an antimicrobial agent and a bacterial metabolite. It is a carbohydrate-containing antibiotic, a S-glycosyl compound, a monocarboxylic acid amide, a pyrrolidinecarboxamide and a L-proline derivative.